ClC=1C=C(OC2=C(C=C(C=C2)NC(CC2=CC(=CC=C2)F)=O)S(N)(=O)=O)C=CC1 N-[4-(3-chlorophenoxy)-3-sulfamylphenyl]-2-(3-fluorophenyl)acetamide